OC1=CC=C(C=C1)C1(C2=C(C=CC=C2C=2C=CC=C(C12)C1=CC=C2C=CC3=CC=CC4=CC=C1C2=C34)C3=CC=C4C=CC2=CC=CC1=CC=C3C4=C21)C2=CC=C(C=C2)O 9,9-bis(4-hydroxyphenyl)-1,8-di(1-pyrenyl)fluorene